3-(2-chlorophenyl-thio)-4-hydroxypent-3-en-2-one ClC1=C(C=CC=C1)SC(C(C)=O)=C(C)O